1-(1,1-difluoro-5-phenyl-pent-1-en-3-yl)-4-fluorobenzene FC(=CC(CCC1=CC=CC=C1)C1=CC=C(C=C1)F)F